COC1=C(C=C(C=C1C)C(CCCCC(=O)O)=O)C 6-(4-methoxy-3,5-dimethyl-phenyl)-6-oxo-hexanoic acid